dimethyl-7-oxabicyclo[2.2.1]hept-2,5-diene-2,3-dicarboxylic acid CC12C(=C(C(C=C1)(O2)C)C(=O)O)C(=O)O